C(C)(C)(C)OC(NCCOCCN)=O 2-(2-aminoethoxy)ethyl-carbamic acid tert-butyl ester